NC1=CC=C(C(=C1C(=O)N(C)C)F)C=1C=C2C(=NC1)NC[C@@]21C[C@H](C(C1)Cl)N1N=CC=C1C 6-Amino-3-((1R,3R)-4-chloro-3-(5-methyl-1H-pyrazol-1-yl)-1',2'-dihydrospiro[cyclopentane-1,3'-pyrrolo[2,3-b]pyridin]-5'-yl)-2-fluoro-N,N-dimethylbenzamid